N-((3R,4S)-4-((7-(2,6-dichloro-3,5-dimethoxyphenyl)-5-((tetrahydrofuran-3-yl)amino)-2,6-naphthyridin-3-yl)amino)tetrahydrofuran-3-yl)acrylamide ClC1=C(C(=C(C=C1OC)OC)Cl)C1=NC(=C2C=C(N=CC2=C1)N[C@H]1[C@H](COC1)NC(C=C)=O)NC1COCC1